diisopropyl-(S)-(2-phenyl-1,2,3,4-tetrahydroisoquinolin-1-yl)phosphine oxide C(C)(C)P([C@@H]1N(CCC2=CC=CC=C12)C1=CC=CC=C1)(C(C)C)=O